Diethyl (1RS,3aSR,6aSR)-1-(4-fluorophenyl)-4,6-dioxo-5-phenyl-1,3a,4,5,6,6a-hexahydropyrrolo[3,4-c]pyrrole-1-phosphonate FC1=CC=C(C=C1)[C@]1(N=C[C@@H]2[C@H]1C(N(C2=O)C2=CC=CC=C2)=O)P(OCC)(=O)OCC |r|